[Na+].NC(CCS(=O)(=O)[O-])([2H])[2H] 3-amino-3,3-dideuterio-1-propanesulfonic acid sodium salt